2-((2-chloro-5-fluoropyrimidin-4-yl)amino)propan-1-ol ClC1=NC=C(C(=N1)NC(CO)C)F